N-methyl-5-(piperazin-1-yl)-6-(trifluoromethyl)picolinamide hydrochloride Cl.CNC(C1=NC(=C(C=C1)N1CCNCC1)C(F)(F)F)=O